zinc cresolate C=1(C(=CC=CC1O)C(=O)[O-])C.[Zn+2].C=1(C(=CC=CC1O)C(=O)[O-])C